3-(benzyloxy)-1'-methyl-spiro[cyclohexane-1,4'-isochroman]-1'-ol C(C1=CC=CC=C1)OC1CC2(COC(C3=CC=CC=C23)(O)C)CCC1